C1(=CC=C(C=C1)OCCC[Sn](C)(C)C)C1=CC=CC=C1 3-([1,1'-biphenyl]-4-oxy)propyl-trimethyl-tin